ClC=1C(=CC=2N(N1)C(C=CN2)=O)C 7-chloro-8-methyl-4H-pyrimido[1,2-b]pyridazin-4-one